[N+]=1(C2(C=C3C=CC=CC13)NCCC2)[O-] tetrahydropyrrolespiro-indole oxide